2-isopropyl-5-methylcyclohexyl 4-(dimethylamino)-4-oxobutyrate (4-(dimethylamino)-4-oxobutyrate) CN(C(CCC(=O)O)=O)C.CN(C(CCC(=O)OC1C(CCC(C1)C)C(C)C)=O)C